C(#N)C1=C(C=C(C=C1)NC([C@@](CN1CCC2=C(C=CC=C12)F)(C)O)=O)C(F)(F)F (S)-N-(4-cyano-3-(trifluoromethyl)phenyl)-3-(4-fluoroindolin-1-yl)-2-hydroxy-2-methylpropanamide